3-chloro-N-ethylpyridinamide ClC=1C(=NC=CC1)C(=O)NCC